Ethyl 3-((4-sulfamoylphenyl) amino)-3-oxopropionate S(N)(=O)(=O)C1=CC=C(C=C1)NC(CC(=O)OCC)=O